FC(N1C2=C(C=3C=CC(=CC13)N1CCC(CC1)C#CCN1CCN(CC1)C=1C=C3C(N(C(C3=CC1)=O)C1C(NC(CC1)=O)=O)=O)C=NC=C2)F 5-(4-(3-(1-(5-(difluoromethyl)-5H-pyrido[4,3-b]indol-7-yl)piperidin-4-yl)prop-2-yn-1-yl)piperazin-1-yl)-2-(2,6-dioxopiperidin-3-yl)isoindoline-1,3-dione